2-methoxy-4-bromobenzene isonitrile N#[C-].COC1=CC=CC(=C1)Br